CC=1C=C(C=C(C1Cl)C)O 3,5-dimethyl-para-chlorophenol